4-(5-(3-cyano-4-(2-(1-hydroxycyclopropane-1-carbonyl)-2,7-diazaspiro[3.5]nonan-7-yl)phenoxy)pyridin-3-yl)-2-fluorobenzonitrile C(#N)C=1C=C(OC=2C=C(C=NC2)C2=CC(=C(C#N)C=C2)F)C=CC1N1CCC2(CN(C2)C(=O)C2(CC2)O)CC1